FC(C1=NN=C(S1)N1N=CC2=C(C=C(C=C12)S(=O)(=O)NC1(CC1)C#N)N1CCN(CC1)C1=NC=CC=C1C)F 1-[({1-[5-(difluoromethyl)(1,3,4-thiadiazol-2-yl)]-4-[4-(3-methyl(2-pyridyl))-piperazinyl]-1H-indazol-6-yl}sulfonyl)amino]cyclopropanecarbonitrile